(S)-N-(1-(3-(2-(trifluoromethyl)pyridin-4-yl)isoxazol-5-yl)ethyl)-2,3-dihydro-4H-benzo[b][1,4]oxazine-4-carboxamide FC(C1=NC=CC(=C1)C1=NOC(=C1)[C@H](C)NC(=O)N1C2=C(OCC1)C=CC=C2)(F)F